C(C)(=O)C1=CN(C2=CC=C(C=C12)NC(=O)N1CC(CCC1)(F)F)CC(=O)N(C1CC1)CC(=O)NCC1=C(C(=CC=C1)Cl)F N-(3-acetyl-1-(2-((2-((3-chloro-2-fluorobenzyl)amino)-2-oxoethyl)(cyclopropyl)amino)-2-oxoethyl)-1H-indol-5-yl)-3,3-difluoropiperidine-1-carboxamide